ethyl (2S,3S)-2-(4-hydroxyphenyl)-5-((E)-3-isopropoxy-3-oxoprop-1-en-1-yl)-2,3-dihydrobenzofuran-3-carboxylate OC1=CC=C(C=C1)[C@H]1OC2=C([C@@H]1C(=O)OCC)C=C(C=C2)\C=C\C(=O)OC(C)C